C(CCCC#C)OC1OCCCC1 2-(hex-5-yn-1-yloxy)tetrahydro-2H-pyran